4-chlorobenzo[f]isoquinoline ClC1=NC=CC=2C3=C(C=CC12)C=CC=C3